CC(C(=O)NCC(=O)N)NC 2-(methyl-2-(methylamino)acetamido)acetamide